O1CCCC=2C1=NC=C(C2)CO (3,4-dihydro-2H-pyrano[2,3-b]pyridine-6-yl)methanol